N[C@H]1[C@@H](CCCCCC1)C1=C(C2=NC(=CC(=C2S1)NCC=1SC=CC1)Cl)C 2-((1r,2r)-2-aminocyclooctyl)-5-chloro-3-methyl-N-(thiophen-2-ylmethyl)thieno[3,2-b]pyridin-7-amine